N-((1S)-((R)-3,3-difluorocyclohexyl)(3-morpholino-2-(((5R)-2-oxo-5-(trifluoromethyl)piperidin-3-yl)methyl)imidazo[1,2-b][1,2,4]triazin-6-yl)methyl)-1-ethyl-1H-pyrazole-5-carboxamide FC1(C[C@@H](CCC1)[C@H](NC(=O)C1=CC=NN1CC)C=1N=C2N(N=C(C(=N2)N2CCOCC2)CC2C(NC[C@@H](C2)C(F)(F)F)=O)C1)F